BrC1=C(C=C(C=C1)S(=O)(=O)C1CCC(CC1)C=1C(=NC=C(C1)C(F)(F)F)N)F (4-((4-bromo-3-fluorophenyl)sulfonyl)cyclohexyl)-5-(trifluoromethyl)pyridin-2-amine